ClC1=CC=C2[C@@H](CO[C@]3(C[C@@H](N[C@@H](C3)C=3N=NN(C3)C)C)C2=C1)O (1S,2'S,4S,6'S)-7-chloro-2'-methyl-6'-(1-methyl-1H-1,2,3-triazol-4-yl)spiro[isochromane-1,4'-piperidin]-4-ol